C(C)(C)(C)OC(=O)N1C2CNCC1C=C2 3,8-Diazabicyclo[3.2.1]oct-6-ene-8-carboxylic acid tert-butyl ester